dec-3-en-8-yl acetate C(C)(=O)OC(CCCC=CCC)CC